COC1=CC(=NC=C1)N(C(=O)C1=CC=2N(C=C1)N=CC2)C N-(4-methoxy-2-pyridyl)-N-methyl-pyrazolo[1,5-a]pyridine-5-carboxamide